tetrahydro-1H-pyrrolidone [N-]1C(CCC1)=O